N1(N=NN=C1)[C@@H](C)C=1C(=C(C(=C2C=NNC12)C=1N=CC=2N(C1)C=C(N2)NC(=O)[C@H]2[C@H](C2)F)Cl)F (1S,2S)-N-(6-(7-((S)-1-(1H-tetrazol-1-yl)ethyl)-5-chloro-6-fluoro-1H-indazol-4-yl)imidazo[1,2-a]pyrazin-2-yl)-2-fluorocyclopropane-1-carboxamide